O=C1N(C(C2=CC=CC=C12)=O)CCCC=O 4-(1,3-Dioxoisoindolin-2-yl)butanal